FC(C=1C=C(C=C(C1)C(F)(F)F)N1CN(CN(C1)C1=CC(=CC(=C1)C(F)(F)F)C(F)(F)F)C1=CC(=CC(=C1)C(F)(F)F)C(F)(F)F)(F)F 1,3,5-tris(3,5-bis(trifluoromethyl)phenyl)-1,3,5-triazinane